6-(1-ethyl-4-(4-fluorophenyl)-1H-imidazol-5-yl)imidazo[1,2-a]pyridine-3-carbonitrile C(C)N1C=NC(=C1C=1C=CC=2N(C1)C(=CN2)C#N)C2=CC=C(C=C2)F